ClC1=NC=C(C(=C1C)C(=O)NCC(F)(F)C1=C(C=C(C=C1)C)C)OC1=CC(=CC=C1)C(F)(F)F 2-chloro-N-[2-(2,4-dimethylphenyl)-2,2-difluoro-ethyl]-3-methyl-5-[3-(trifluoromethyl)phenoxy]Pyridine-4-carboxamide